CC1(C[NH2+]C)CC=CC=C1 1,N-dimethylbenzylammonium